ClC=1C=CC(=C(C1)C1=CC(=C(N=N1)CO)NC1=CC(=NC=C1)NC(CN1CCC2(CN(C2)C)CC1)=O)F N-(4-{[6-(5-Chloro-2-Fluorophenyl)-3-(Hydroxymethyl)Pyridazin-4-yl]Amino}Pyridin-2-yl)-2-{2-Methyl-2,7-Diazaspiro[3.5]Nonan-7-yl}Acetamid